(S,E)-4-carbamoyl-1-(5-chloro-4-(2-(2-cyano-[1,1'-biphenyl]-3-yl)vinyl)-2-methylbenzyl)piperazine-2-carboxylic acid C(N)(=O)N1C[C@H](N(CC1)CC1=C(C=C(C(=C1)Cl)\C=C\C=1C(=C(C=CC1)C1=CC=CC=C1)C#N)C)C(=O)O